OC1=C(C(N(C=C1)C)=O)NC(N[C@@H](CC(=O)OCC)C=1C=C(C(=CC1)OC)C1=C(C=CC=C1C)C)=O Ethyl (S)-3-(3-(4-Hydroxy-1-methyl-2-oxo-1,2-dihydropyridin-3-yl)ureido)-3-(6-methoxy-2',6'-dimethylbiphenyl-3-yl)propanoat